CC(C)(C(C)(N)C)N 2,3-dimethylbutane-2,3-diamine